7-methoxy-N-(5-nitrothiazol-2-yl)-2-phenylquinoline-4-carboxamide COC1=CC=C2C(=CC(=NC2=C1)C1=CC=CC=C1)C(=O)NC=1SC(=CN1)[N+](=O)[O-]